Cl.Cl.ClC=1C=C2CN=C(NC2=CC1)S[C@H](CN1CCCC1)C (S)-6-chloro-2-((1-(pyrrolidin-1-yl)propan-2-yl)thio)-1,4-dihydroquinazolin dihydrochloride